3-(5-ethylsulfonyl-6-(3-methyl-6-trifluoromethyl-3H-imidazo[4,5-b]pyridin-2-yl)pyridin-3-yl)-5-(1-trifluoromethylcyclopropyl)-1,2,4-oxadiazole C(C)S(=O)(=O)C=1C=C(C=NC1C1=NC=2C(=NC=C(C2)C(F)(F)F)N1C)C1=NOC(=N1)C1(CC1)C(F)(F)F